C(C)(C)(C)C=1C=C(C=CC1)C=1NC2=CC=C(C=C2C1)C(C(=O)O)C 2-(2-(3-(tert-butyl)phenyl)-1H-indol-5-yl)propanoic acid